2,5-bis(2-octyldecyl)pyrrolo[3,4-c]pyrrole-1,4(2H,5H)-dione C(CCCCCCC)C(CN1C(C2=CN(C(C2=C1)=O)CC(CCCCCCCC)CCCCCCCC)=O)CCCCCCCC